N(=[N+]=[N-])C(C(=O)N)CCC[C@@H]1SC[C@@H]2NC(=O)N[C@H]12 Azidobiotinamide